FC(C=1C=C(C=CC1)N1C(N(C(C1)C#N)C1=CN=CC2=CC=CC=C12)=O)F 1-(3-(difluoromethyl)phenyl)-3-(isoquinolin-4-yl)-2-oxoimidazoline-4-carbonitrile